The molecule is a purine nucleoside having adenine as the nucleobase and a carboxy group at C-5'. It derives from an adenine. It is a conjugate acid of an adenin-9-yl riburonosate(1-). C1=NC(=C2C(=N1)N(C=N2)[C@H]3[C@@H]([C@@H]([C@H](O3)C(=O)O)O)O)N